3-O-benzyloxy-4-O-(4-methoxybenzyloxy)-D-glucose C(C1=CC=CC=C1)OO[C@H]([C@H](C=O)O)[C@H](OOCC1=CC=C(C=C1)OC)[C@H](O)CO